5-[(3,3-dimethyl-4-piperidyl)amino]-6-fluoro-1,3-benzothiazole CC1(CNCCC1NC=1C(=CC2=C(N=CS2)C1)F)C